O1CNCC1 oxazolidine